ClC1=CC(=C(C=N1)CC#N)C (6-chloro-4-methylpyridin-3-yl)acetonitrile